ClC=1SC2=C(N1)COC=1C=C(C(=CC12)F)Cl 2,7-Dichloro-8-fluoro-4H-chromeno[3,4-d]thiazole